1-((2S,3S)-2-(benzyloxy)-4-methylpent-3-yl)-4-fluorobenzene C(C1=CC=CC=C1)O[C@@H](C)[C@@H](C(C)C)C1=CC=C(C=C1)F